C(C1=CC=CC=C1)C1=NC=2N(C=C(NC2C2=NC=CC=C2C#N)C=CC2=CC=C(C=C2)O)C1=O 2-benzyl-6-(4-hydroxystyryl)-8-(3-cyanopyridyl)-imidazo[1,2-a]Pyrazine-3(7H)-one